C(CCOCCOCCCN)N 4,7-dioxa-decane-1,10-diamine